FC1=C(C(=O)N=C=O)C(=CC=C1)F 2,6-difluorobenzoyl isocyanate